CC(C[C@@H](C(=O)N[C@H](C(=O)N[C@H](C=O)CC(C)C)CC(C)C)NC([O-])=O)C [(2s)-4-methyl-1-[[(2s)-4-methyl-1-[[(2s)-4-methyl-1-oxopentan-2-yl]amino]-1-oxopentan-2-yl]amino]-1-oxopentan-2-yl]carbamate